(2,3-dihydro-2-thia-3-benzoxazolyl) diphenyl phosphate P(=O)(ON1SOC2=C1C=CC=C2)(OC2=CC=CC=C2)OC2=CC=CC=C2